7-[(3S)-3-methylpiperazin-1-yl]-2-(1-methyl-1H-pyrazol-4-yl)-4H-pyrido[1,2-a]pyrimidin C[C@H]1CN(CCN1)C=1C=CC=2N(CC=C(N2)C=2C=NN(C2)C)C1